C(C=C)[C@H]1[C@@H](C1)C(=O)O (1r,2r)-2-allyl-cyclopropane-1-carboxylic acid